NC1=CC(=C(OC=2C=C3CCN(CC3=CC2)C2=CC=NC=C2)C(=C1)Cl)Cl 6-(4-amino-2,6-dichlorophenoxy)-2-(pyridin-4-yl)-3,4-dihydroisoquinoline